1-pentylanthracene-9,10-diol C(CCCC)C1=CC=CC2=C(C3=CC=CC=C3C(=C12)O)O